[Mo].ClC1=C(C=CC=C1Cl)S(=O)(=O)NC1=CC=C2C(C(N(C2=C1)CCO)=O)(C)C 2,3-dichloro-N-[1-(2-hydroxyethyl)-3,3-dimethyl-2-oxo-indolin-6-yl]benzenesulfonamide molybdenum